S(=O)(=O)(C1=CC=C(C)C=C1)N1C=CC=2C1=NC=C(N2)NC(=O)OC(C)(C)C tert-butyl 5-tosyl-5H-pyrrolo[2,3-B]pyrazine-2-carbamate